OCC(C)(C)C1=CC(=C(C=N1)C1=NC=C2C=C(N=CC2=C1)NC(=O)C1CC1)C N-{7-[6-(1-hydroxy-2-methylpropan-2-yl)-4-methylpyridin-3-yl]-2,6-naphthyridin-3-yl}cyclopropanecarboxamide